C(C1=CC=CC=C1)N1N=CC(=C1)C(=O)N1CC2(CN(C2)C(=O)[C@@H]2C(C2)(C)C)C(C1)C(=O)O 6-(1-benzyl-1H-pyrazole-4-carbonyl)-2-((S)-2,2-dimethylcyclopropane-1-carbonyl)-2,6-diazaspiro[3.4]octane-8-carboxylic acid